tert-butyl ((8-(2-(trifluoromethyl)pyridin-4-yl)isochroman-4-yl)methyl)carbamate FC(C1=NC=CC(=C1)C=1C=CC=C2C(COCC12)CNC(OC(C)(C)C)=O)(F)F